(2,6-Dichloropyridin-4-yl)methyl (2-methoxy-2-oxoethyl)glycinate hydrochloride Cl.COC(CNCC(=O)OCC1=CC(=NC(=C1)Cl)Cl)=O